FC(C(C#C)(O)C)F 1,1-difluoro-2-methylbut-3-yn-2-ol